NC=1C(C(C1NC\C=C/COC1=NC=CC(=C1)CN1CCCCC1)=O)=O 3-amino-4-{[(2Z)-4-{[4-(piperidin-1-ylmethyl)pyridin-2-yl]oxy}but-2-en-1-yl]amino}cyclobut-3-ene-1,2-dione